1-(4-(5-(4-cyclohexyl-3-(trifluoromethyl)phenyl)-1,2,4-oxadiazol-3-yl)-2-methoxybenzyl)azetidine-3-carboxylic acid C1(CCCCC1)C1=C(C=C(C=C1)C1=NC(=NO1)C1=CC(=C(CN2CC(C2)C(=O)O)C=C1)OC)C(F)(F)F